CC1=CC=C(C=C1)S(=O)(=O)O.FC=1C=CC=C2CCO[C@H](C12)CNC (R)-1-(8-fluoroisochroman-1-yl)-N-methyl-methylamine p-toluenesulfonate